2-(3-(But-2-en-1-yl)-2,2-dimethylcyclopropyl)-3-ethylcyclopent-2-en-1-one C(C=CC)C1C(C1C=1C(CCC1CC)=O)(C)C